FC(OC=1C=C(C=CC1)C1=NN(C=2C1=NC=C(C2)C(=O)NC2(CS(C2)(=O)=O)C)[C@@H]2CC(OCC2)(C)C)F (S)-3-(3-(difluoromethoxy)phenyl)-1-(2,2-dimethyltetrahydro-2H-pyran-4-yl)-N-(3-methyl-1,1-dioxidothietan-3-yl)-1H-pyrazolo[4,3-b]pyridine-6-carboxamide